O1CCC2(CC1)OCC1=C2N=C(N=C1)C(=O)OC methyl 2',3',5',6'-tetrahydro-5H-spiro[furo[3,4-d]pyrimidine-7,4'-pyran]-2-carboxylate